COCCCNC(C)C1=CN=C(C2=CC=CC=C12)OC 3-methoxy-N-(1-(1-methoxyisoquinolin-4-yl)ethyl)propan-1-amine